1-isopentylpyridinium bromide [Br-].C(CC(C)C)[N+]1=CC=CC=C1